C(C)(C)(C)C1(N(CCNC1)C(=O)O)C(C)(C)C.C(C)(C)(C)OC(=O)N[C@@H](CCCCN)C(=O)O e-(tert-butoxycarbonyl)lysine tert-butyl-tert-butylpiperazine-1-carboxylate